N-(3,5-difluoro-4-iodopyridin-2-yl)-N-((2-(trimethylsilyl)ethoxy)methyl)ethane-sulfonamide FC=1C(=NC=C(C1I)F)N(S(=O)(=O)CC)COCC[Si](C)(C)C